COC(N[C@@H](CC\C=C\C(=O)N(C)C)C(NC=1C(N(C(=CC1)C)CC=1NC2=C(C(=NC=C2F)CC(C)C)N1)=O)=O)=O Methyl-N-[(E,1S)-6-(dimethylamino)-1-[[1-[(7-fluoro-4-isobutyl-1H-imidazo[4,5-c]pyridin-2-yl)methyl]-6-methyl-2-oxo-3-pyridyl]carbamoyl]-6-oxo-hex-4-enyl]carbamat